5-(Cyclopropylamino)-6-(3-methylimidazo[4,5-c]pyridin-7-yl)-3-(4-morpholinoanilino)pyrazine-2-carboxamide C1(CC1)NC=1N=C(C(=NC1C=1C2=C(C=NC1)N(C=N2)C)C(=O)N)NC2=CC=C(C=C2)N2CCOCC2